8-[(2s,5r)-4-[bis(4-fluorophenyl)methyl]-5-[(3-hydroxyazetidin-1-yl)methyl]-2-methylpiperazin-1-yl]-5-methyl-6-oxo-5,6-dihydro-1,5-naphthyridine-2-carbonitrile FC1=CC=C(C=C1)C(N1C[C@@H](N(C[C@H]1CN1CC(C1)O)C1=CC(N(C=2C=CC(=NC12)C#N)C)=O)C)C1=CC=C(C=C1)F